CC1(OB(OC1(C)C)C12CN(CCC2C1)C(=O)OC(C)(C)C)C tert-butyl 1-(4,4,5,5-tetramethyl-1,3,2-dioxaborolan-2-yl)-3-azabicyclo[4.1.0]heptane-3-carboxylate